C(C1=CC=CC=C1)OCC=1C(=C(N=NC1Cl)N)C 5-[(benzyloxy)methyl]-6-chloro-4-methylpyridazin-3-amine